stearyl isononanoate C(CCCCCC(C)C)(=O)OCCCCCCCCCCCCCCCCCC